3-(5-ethyl-3-methylisoxazol-4-yl)-5-fluorobenzoic acid C(C)C1=C(C(=NO1)C)C=1C=C(C(=O)O)C=C(C1)F